2-(5-(ethylsulfonyl)-6-(2-(trifluoromethyl)pyrazolo[1,5-a]pyrimidin-5-yl)pyridin-2-yl)-6-(trifluoromethyl)-[1,2,4]triazolo[4,3-a]pyridin-3(2H)-one C(C)S(=O)(=O)C=1C=CC(=NC1C1=NC=2N(C=C1)N=C(C2)C(F)(F)F)N2N=C1N(C=C(C=C1)C(F)(F)F)C2=O